CN1CC(C1)(C)[C@@](O)(C=1C=NC=C(C1)C1=NOC(=N1)C1=NC=NC(=C1)C)C1=CC=C(C=C1)C(C)C (R)-(1,3-Dimethyl-azetidin-3-yl)-(4-isopropyl-phenyl)-{5-[5-(6-methyl-pyrimidin-4-yl)-[1,2,4]oxadiazol-3-yl]-pyridin-3-yl}-methanol